6-(4-(1H-pyrazol-1-yl)benzyl)-N-((1S,2S)-2-hydroxycyclopentyl)-7-methylbenzo[d][1,3]dioxole-2,2-d2-4-carboxamide N1(N=CC=C1)C1=CC=C(CC=2C=C(C3=C(OC(O3)([2H])[2H])C2C)C(=O)N[C@@H]2[C@H](CCC2)O)C=C1